C[Si](C(CCCCCCCN(C)C)[SiH2]CNCCC[Si](OCC)(OCC)OCC)(OC)OC 1-methyldimethoxysilyl-8-(dimethylamino)(triethoxysilylpropylamino)methylsilyloctane